C(C)(C)(C)N(C(O)=O)C1CC(C1)(O)C1=CC(=CC=C1)Cl.C1(CC1)NC(C1=C(C=CC=C1)SC1=CC=C2C(=NNC2=C1)C#CC1=NC=C(C=C1)OCCN1CCCC1)=O N-cyclopropyl-2-{[3-(2-{5-[2-(pyrrolidin-1-yl)ethoxy]pyridin-2-yl}Ethynyl)-1H-indazol-6-yl]thio}benzamide tert-butyl-(3-(3-chlorophenyl)-3-hydroxycyclobutyl)carbamate